COC=1C=C(C=CC1NCC#CC=1N(C2=CC=CC(=C2C1)NC1CCN(CC1)CC1OC(OC1)=O)CC(F)(F)F)S(=O)(=O)NC(CC)=O N-((3-methoxy-4-((3-(4-((1-((2-oxo-1,3-dioxolan-4-yl)methyl)piperidin-4-yl)amino)-1-(2,2,2-trifluoroethyl)-1H-indol-2-yl)prop-2-yn-1-yl)amino)phenyl)sulfonyl)propionamide